O1C(OC1)=O 1,3-dioxetan-2-one